lithium 3-hydroxy-1-propanesulfonate OCCCS(=O)(=O)[O-].[Li+]